(R)-(1-((1,3-dioxolan-2-yl) oxy)-3-methylbutan-2-yl) carbamate C(N)(O[C@@H](COC1OCCO1)C(C)C)=O